N-(8-((2-(2,6-dioxopiperidin-3-yl)-1,3-dioxoisoquinolin-5-yl)amino)octyl)acetamide O=C1NC(CCC1N1C(C2=CC=CC(=C2CC1=O)NCCCCCCCCNC(C)=O)=O)=O